N-[5-bromo-4-methoxy-6-(2-methoxyethoxy)pyrimidin-2-yl]-6-chloro-1H-indole-3-sulfonamide BrC=1C(=NC(=NC1OCCOC)NS(=O)(=O)C1=CNC2=CC(=CC=C12)Cl)OC